N-[2-(3,3-difluoropyrrolidin-1-yl)-4-(5-ethoxy-2-fluorophenyl)-3-pyridyl]-2-isopropyl-pyrimidine-5-carboxamide FC1(CN(CC1)C1=NC=CC(=C1NC(=O)C=1C=NC(=NC1)C(C)C)C1=C(C=CC(=C1)OCC)F)F